FC(C1=CC=C(C=C1)CC1CCN(CC1)C(=O)N1C[C@H]2[C@@H](OCC(N2)=O)CC1)(F)F (4aS,8aS)-6-[4-[[4-(trifluoromethyl)phenyl]methyl]piperidine-1-carbonyl]-4,4a,5,7,8,8a-hexahydropyrido[4,3-b][1,4]oxazin-3-one